(2S,4R)-4-hydroxy-1-((R)-2-((methoxy-carbonyl)amino)-2-phenylacetyl)pyrrolidine O[C@@H]1CCN(C1)C([C@H](C1=CC=CC=C1)NC(=O)OC)=O